N,N-bis(trimethylsilyl)methyl-amine C[Si](N([Si](C)(C)C)C)(C)C